F[C@@H]1CN(CC[C@@H]1NC1=NN2C(C(=N1)OC)=C(C=C2)C=2C=CC1=C(N(C(=N1)C)CC(F)(F)F)C2)C2COC2 N-((3R,4S)-3-fluoro-1-(oxetan-3-yl)piperidin-4-yl)-4-methoxy-5-(2-methyl-1-(2,2,2-trifluoroethyl)-1H-benzo[d]imidazol-6-yl)pyrrolo[2,1-f][1,2,4]triazin-2-amine